NCCC=1C=CC(=NC1)C1=C(C=C(C#N)C=C1)CN1C(=NC(=C1)C=1C=NC=C(C1)F)C 4-[5-(2-aminoethyl)pyridin-2-yl]-3-[[4-(5-fluoropyridin-3-yl)-2-methylimidazol-1-yl]methyl]benzonitrile